C1(CC=CC1)C(=O)O 3-cyclopenten-1-carboxylic acid